C(C)(C)(C)OC(=O)N\N=C/1\CN(C2(CC2)CC1)C(=O)OCC1=CC=CC=C1 Benzyl (E)-6-(2-(tert-Butoxycarbonyl)hydrazono)-4-azaspiro[2.5]octane-4-carboxylate